Diglycolat C(COCC(=O)[O-])(=O)[O-]